C(C1=CC=CC=C1)SC1=CC(=C(C=C1)C=1OC=CN1)F 2-(4-(Benzylthio)-2-fluorophenyl)oxazole